NC1(CN(C(C1)CCB(O)O)CC1=CC=CC=C1)C(=O)O 3-amino-1-benzyl-5-(2-boronoethyl)-pyrrolidine-3-carboxylic acid